O1C(=CC=C1)C(C)=O 1-(2-Furanyl)-ethanone